[N,N'-bis[(2-hydroxy-5-vinylphenyl)methylene]-1,2-diamino-cyclohexane] manganese (III) chloride [Cl-].[Mn+3].OC1=C(C=C(C=C1)C=C)C=NC1C(CCCC1)N=CC1=C(C=CC(=C1)C=C)O.[Cl-].[Cl-]